9,10-difluoro-3-methyl-7-oxo-3,7-dihydro-2H-[1,4]oxazino[2,3,4-ij]quinoline-6-carbaldehyde FC=1C=C2C(C(=CN3C2=C(C1F)OCC3C)C=O)=O